BrC1=C(C(=NC(=C1C)Cl)NC1=NN(C(=C1)C)C1OCCCC1)OC 4-bromo-6-chloro-3-methoxy-5-methyl-N-(5-methyl-1-(tetrahydro-2H-pyran-2-yl)-1H-pyrazol-3-yl)pyridin-2-amine